C1(=CC=CC=C1)C=1C(=CN2C1C(C=1C=CC=CC21)=O)C2OCCC2 1-phenyl-2-(tetrahydrofuran-2-yl)-9H-pyrrolo[1,2-a]indol-9-one